2-bromo-1-phenylethyl acetate C(C)(=O)OC(CBr)C1=CC=CC=C1